3-(diethoxyphosphoryl)-2-methyl-4-oxobutanoic acid C(C)OP(=O)(OCC)C(C(C(=O)O)C)C=O